2-fluoro-4-isopropyl-3,5-dimethoxybenzaldehyde FC1=C(C=O)C=C(C(=C1OC)C(C)C)OC